C(C1=CC(O)=C(O)C(O)=C1)(=O)OCCCCCCC(C)C isononyl gallate